ClC(C(F)(F)F)C 2-chloro-1,1,1-trifluoropropane